(S) or (R)-2-(3,3-difluoro-5-(2-methyl-6-(1-methyl-5-((2-oxo-5-propylpyridin-1(2H)-yl)methyl)-1H-1,2,3-triazol-4-yl)pyridin-3-yl)piperidin-1-yl)acetic acid FC1(CN(C[C@@H](C1)C=1C(=NC(=CC1)C=1N=NN(C1CN1C(C=CC(=C1)CCC)=O)C)C)CC(=O)O)F |o1:5|